CN1N=C2N=C(C(=CC2=C1)NC(=O)N1CCC=2C1=NC=CC2N2C[C@H](N(CC2)C(=O)OC(C)(C)C)C)C tert-butyl (R)-4-(1-((2,6-dimethyl-2H-pyrazolo[3,4-b]pyridin-5-yl)carbamoyl)-2,3-dihydro-1H-pyrrolo[2,3-b]pyridin-4-yl)-2-methylpiperazine-1-carboxylate